3-chloro-2-diethylaminofluorene ClC=1C(=CC=2CC3=CC=CC=C3C2C1)N(CC)CC